1-(2-(3-cyclopropyl-5-fluorobenzyl)pyridin-4-yl)-1,5,6,7-tetrahydro-4H-pyrazolo[4,3-c]pyridin-4-one C1(CC1)C=1C=C(CC2=NC=CC(=C2)N2N=CC=3C(NCCC32)=O)C=C(C1)F